ClC1=C(C=CC(=C1)F)N\N=C(\C(=O)OCC)/C=N/O Ethyl (2E,3E)-2-[2-(2-chloro-4-fluorophenyl)hydrazinylidene]-3-(hydroxyimino)propanoate